(2S)-2-(6-chloro-3,4-dimethyl-1,1-dioxido-3,4-dihydro-2H-benzo[e][1,2,4]thiadiazin-2-yl)-3-(6-fluoro-2,3-dimethylphenyl)butanoic acid ClC=1C=CC2=C(N(C(N(S2(=O)=O)[C@H](C(=O)O)C(C)C2=C(C(=CC=C2F)C)C)C)C)C1